6-{5-azaspiro[2.4]heptan-5-ylmethyl}-2-{3-[(3S)-3-[(4-methyl-1,2,4-triazol-3-yl)methyl]oxolan-3-yl]phenyl}-4-(trifluoromethyl)-3H-isoindol-1-one C1CC12CN(CC2)CC2=CC(=C1CN(C(C1=C2)=O)C2=CC(=CC=C2)[C@]2(COCC2)CC2=NN=CN2C)C(F)(F)F